3-bromo-6-[(tert-butyl-dimethyl-silanyloxy)-(tetrahydro-pyran-4-yl)-methyl]-imidazo[1,2-a]pyridine BrC1=CN=C2N1C=C(C=C2)C(C2CCOCC2)O[Si](C)(C)C(C)(C)C